3-[(4-amino-3-methylphenyl)azo]benzenesulphonic acid NC1=C(C=C(C=C1)N=NC=1C=C(C=CC1)S(=O)(=O)O)C